C(#N)C1=NC(=CC(=C1)OC1[C@@H]2CN(C[C@H]12)C(=O)OC(C)(C)C)C1=CC=C(C=C1)F tert-butyl (1R,5S,6s)-6-((2-cyano-6-(4-fluorophenyl)pyridin-4-yl)oxy)-3-azabicyclo[3.1.0]hexane-3-carboxylate